[1H]-Thymidine [C@@H]1(C[C@H](O)[C@@H](CO)O1)N1C(=O)NC(=O)C(C)=C1